C(C)(=O)OC1C(C(OC(C1OC(C)=O)C)OCCOCCOCCN=[N+]=[N-])OC(C)=O 3,5-bis(acetyloxy)-2-{2-[2-(2-azidoethoxy)ethoxy]ethoxy}-6-methyloxan-4-yl acetate